BrCCCCCCO 6-bromo-1-hexanol